NC1=CC2=C(OCCN2CC=2N=C3N(C=C(C=C3)C3CC3)C2)C=C1S(=O)(=O)N 6-amino-4-((6-cyclopropylimidazo[1,2-a]pyridin-2-yl)methyl)-3,4-dihydro-2H-benzo[b][1,4]oxazine-7-sulfonamide